caproyl-coenzyme A C(CCCCC)(=O)SCCNC(CCNC([C@@H](C(COP(OP(OC[C@@H]1[C@H]([C@H]([C@@H](O1)N1C=NC=2C(N)=NC=NC12)O)OP(=O)(O)O)(=O)O)(=O)O)(C)C)O)=O)=O